O=C1O[C@]2(CN1CC1=NC(=NN1)C1=CC=CC=C1)C[C@H](CCC2)CN2C=NC1=C2C=C(C=C1)C#N 1-({(5s,7s)-2-oxo-3-[(3-phenyl-1H-1,2,4-triazol-5-yl)methyl]-1-oxa-3-azaspiro[4.5]decan-7-yl}methyl)-1H-benzimidazole-6-carbonitrile